C(\C=C\C)C1C(OC(C1)=O)=O [(2E)-But-2-en-1-yl]dihydrofuran-2,5-dione